(4-chlorophenyl)-N-(2-(dimethylamino)ethyl)-5-phenylAzole-4-carboxamide ClC1=CC=C(C=C1)C=1NC(=C(C1)C(=O)NCCN(C)C)C1=CC=CC=C1